2-[4-(4,4,5,5-Tetramethyl-1,3,2-dioxaborolan-2-yl)-phenyl]-4-(4-biphenylyl)-6-phenylpyrimidin CC1(OB(OC1(C)C)C1=CC=C(C=C1)C1=NC(=CC(=N1)C1=CC=C(C=C1)C1=CC=CC=C1)C1=CC=CC=C1)C